5H-pyrido[2,3-b]azepin N1=CC=CC2=C1N=CC=CC2